C(C)(=O)[O-].C([O-])(O)=O.[Ca+2] Calcium Bicarbonate Acetate